O1C2=C(OCC1)C=C(C=C2)C2=C(C1=C(C=N2)N(C=N1)C[C@@H]1CNCC1)C1=CC(=C(C#N)C=C1)F (S)-4-(6-(2,3-dihydrobenzo[b][1,4]dioxin-6-yl)-3-(pyrrolidin-3-ylmethyl)-3H-imidazo[4,5-c]pyridin-7-yl)-2-fluorobenzonitrile